FC1=C(CNC2=NC(=NC=C2C(=O)N)NC=2C=NN(C2)C)C(=CC(=C1)F)F 4-[(2,4,6-trifluorobenzyl)amino]-2-[(1-methyl-1H-pyrazol-4-yl)amino]pyrimidin-5-carboxamide